C(C)(C)(C)OC(=O)N1CC2=CC=C(C=C2CC1)C(=O)ON=C(C)N tert-butyl-6-((((1-aminoethylidene)amino)oxy)carbonyl)-3,4-dihydroisoquinoline-2(1H)-carboxylate